FC(C=1C=C(C=CC1)S(=O)(=O)N1CCCC2=CC=C(C=C12)C(=O)NC1=CC=C(C(=O)O)C=C1)(F)F 4-{[1-(3-Trifluoromethyl-benzenesulfonyl)-1,2,3,4-tetrahydro-quinoline-7-carbonyl]-amino}-benzoic acid